(1S,2S,3R,4R)-3-amino-N-((1-methylcyclobutyl)methyl)-5-methylenebicyclo[2.2.1]heptane-2-carboxamide 2,2,2-trifluoroacetate FC(C(=O)O)(F)F.N[C@H]1[C@H]([C@@H]2CC([C@H]1C2)=C)C(=O)NCC2(CCC2)C